4-((2E,6E)-3,7,11-trimethyldodeca-2,6,10-trienylthio)benzamid C\C(=C/CSC1=CC=C(C(=O)N)C=C1)\CC\C=C(\CCC=C(C)C)/C